3-(2,6-dibenzyloxy-3-pyridyl)phenol C(C1=CC=CC=C1)OC1=NC(=CC=C1C=1C=C(C=CC1)O)OCC1=CC=CC=C1